C(=O)(O)C(CC(NCC(NCCOCCOCCC=O)=O)=O)SCCC(=O)O 16-carboxy-1,11,14-trioxo-4,7-dioxa-17-thia-10,13-diazaicosan-20-oic Acid